3-(7-(dimethylamino)-6-fluoro-1-oxoisoindolin-2-yl)piperidine-2,6-dione CN(C=1C(=CC=C2CN(C(C12)=O)C1C(NC(CC1)=O)=O)F)C